CC1C(N(C2CC1C2)C(=O)C2=NC(=CC=C2N2N=CC=N2)C)CNC=2N=CC1=CC=CC=C1C2 N-({4-methyl-2-[6-methyl-3-(2H-1,2,3-triazol-2-yl)pyridine-2-carbonyl]-2-azabicyclo[3.1.1]hept-3-yl}methyl)isoquinolin-3-amine